Cl.[Mg] magnesium, hydrochloride